(1s,4s)-4-((5-(cinnolin-6-yl)-7H-pyrrolo[2,3-d]pyrimidin-2-yl)amino)-N,N-dimethylcyclohexane-1-carboxamide N1=NC=CC2=CC(=CC=C12)C1=CNC=2N=C(N=CC21)NC2CCC(CC2)C(=O)N(C)C